C(C1=CC=CC=C1)OC1=C(C(=C2C[C@@H](N(C2=C1)C(=O)OC(C)(C)C)CN(CCC(F)(F)F)C(=O)OC(C)(C)C)F)N1S(NC(C1)=O)(=O)=O tert-butyl (2R)-6-(benzyloxy)-2-{[(tert-butoxycarbonyl)(3,3,3-trifluoropropyl)amino]methyl}-4-fluoro-5-(1,1,4-trioxo-1λ6,2,5-thiadiazolidin-2-yl)-2,3-dihydro-1H-indole-1-carboxylate